C(#C)C1=CC(=C(C(=C1)CC)C=1C(NC2(C1O)CCC(CC2)OC)=O)CC 3-(4-ethynyl-2,6-diethylphenyl)-4-hydroxy-8-methoxy-1-azaspiro[4.5]dec-3-en-2-one